2-(2,6-dioxopiperidin-3-yl)-5-((3-(trans-3-(4-(5-morpholinoquinoxalin-2-yl)-1H-pyrazol-1-yl)cyclobutyl)propyl)amino)isoindoline-1,3-dione O=C1NC(CCC1N1C(C2=CC=C(C=C2C1=O)NCCC[C@@H]1C[C@H](C1)N1N=CC(=C1)C1=NC2=CC=CC(=C2N=C1)N1CCOCC1)=O)=O